C(C1=CC=CC=C1)C1=C(C(NC2=CC=C(C=C12)Cl)=O)C(\C=C\C1=CC=C(C=C1)F)=O 4-benzyl-6-chloro-3-[(E)-3-(4-fluorophenyl)prop-2-enoyl]-1H-quinolin-2-one